C(C)(=O)OC[C@H](NC([C@@H](NC(=O)C=1N=C(SC1)C1=CC=C(C=C1)COC(NCC1=CC=CC=C1)=O)CO[Si](C)(C)C(C)(C)C)=O)C(=O)OC Methyl O-acetyl-N-(N-(2-(4-(((benzylcarbamoyl)oxy)methyl)phenyl)thiazole-4-carbonyl)-O-(tert-butyldimethylsilyl)-L-seryl)-L-serinate